7-(4-Chlorophenyl)-N-(2-furanylmethyl)-1,4-dihydro-1-methyl-2,4-dioxopyrimido[4,5-d]pyrimidine-3(2H)-acetamide ClC1=CC=C(C=C1)C1=NC=C2C(=N1)N(C(N(C2=O)CC(=O)NCC=2OC=CC2)=O)C